2-{bicyclo[1.1.1]pentan-1-yl}pyridine-4-carbonitrile C12(CC(C1)C2)C2=NC=CC(=C2)C#N